O=C1C2=C(N=C(N1)[C@@H]1[C@H](CC1)C1=NC=CC=N1)N(N=C2C#N)[C@@H](C)C2=CC=C(C=C2)C(F)(F)F 4-oxo-6-((1S,2S)-2-(pyrimidin-2-yl)cyclobutyl)-1-((S)-1-(4-(trifluoromethyl)phenyl)ethyl)-4,5-dihydro-1H-pyrazolo[3,4-d]pyrimidine-3-carbonitrile